3-(1H-pyrazol-4-yl)piperidine dihydrochloride Cl.Cl.N1N=CC(=C1)C1CNCCC1